CN(C)CC[C@@](C1=CC=CC2=CC=CC=C21)([C@H](C3=CC=CC=C3)C4=C(N=C5C=CC(=CC5=C4)Br)OC)O The molecule is a quinoline-based antimycobacterial drug used (as its fumarate salt) for the treatment of pulmonary multi-drug resistant tuberculosis by inhibition of ATP synthase, an enzyme essential for the replication of the mycobacteria. It has a role as an antitubercular agent and an ATP synthase inhibitor. It is a member of quinolines, a member of naphthalenes, an organobromine compound, an aromatic ether, a tertiary alcohol and a tertiary amino compound. It is a conjugate base of a bedaquiline(2+).